C(C)(C)(C)OC(=O)N1C(OC[C@@H]1C1=CC=CC=C1)(C)C (4S,5R)-3-tert-butyloxycarbonyl-2,2-dimethyl-4-phenyloxazolidine